rel-N-(6-Amino-5-methyl-3-pyridyl)-2-[(2R,5S)-5-methyl-2-(4-thiazol-2-ylphenyl)-1-piperidyl]-2-oxo-acetamide NC1=C(C=C(C=N1)NC(C(=O)N1[C@H](CC[C@@H](C1)C)C1=CC=C(C=C1)C=1SC=CN1)=O)C |o1:12,15|